C1(C=CC=C1)[Ti](C1=C(C(=CC=C1F)N(C(C(C)C)=O)CC)F)(C1=C(C(=CC=C1F)N(C(C(C)C)=O)CC)F)C1C=CC=C1 bis(cyclopentadienyl)bis[2,6-difluoro-3-(N-ethylisobutyramido)phenyl]titanium